1-((tert-butoxycarbonyl)amino)-4-methyl-3-azabicyclo[5.1.0]octane-3-carboxylate C(C)(C)(C)OC(=O)NC12CN(C(CCC2C1)C)C(=O)[O-]